CN(C(OC(C)(C)C)=O)CCCCCOCC#C Tert-Butyl methyl(5-(prop-2-yn-1-yloxy)pentyl)carbamate